tert-butyl (2S)-2-(cyanomethyl)piperazine-1,4-dicarboxylate C(#N)C[C@@H]1N(CCN(C1)C(=O)[O-])C(=O)OC(C)(C)C